(E)-3-(4-(chloromethyl)phenyl)-N-methylacrylamide ClCC1=CC=C(C=C1)/C=C/C(=O)NC